NC/C(/COC1=CC=C(C=C1)S(=O)(=O)CC(CN(C(C(C)C)=O)CC)C)=C\F (E)-N-(3-((4-((2-(aminomethyl)-3-fluoroallyl)oxy)phenyl)sulfonyl)-2-methylpropyl)-N-ethylisobutyramide